FC1=CC(=CC=2NC(=NC21)C2=CC(=CN2)C(=O)C2=C(C=CC=C2)C(F)(F)F)N2C[C@@H](OCCC2)C (S)-(5-(4-fluoro-6-(2-methyl-1,4-oxazepan-4-yl)-1H-benzo[d]imidazol-2-yl)-1H-pyrrol-3-yl)(2-(trifluoromethyl)phenyl)methanone